((2-fluoro-6-(trifluoromethyl)phenyl)amino)-3-((6-methoxy-1,2,3,4-tetrahydroisoquinolin-7-yl)amino)-1,2,4-triazine-6-carboxamide FC1=C(C(=CC=C1)C(F)(F)F)NC=1N=C(N=NC1C(=O)N)NC1=C(C=C2CCNCC2=C1)OC